CC1=C(OC2=C(C=C(C=C2C1=O)C)[C@@H](C)NC1=C(C(=O)O)C=CC=C1)C1=CC=C(C=C1)OC[C@H]1N(CCC1)C 2-[[(1R)-1-[3,6-dimethyl-2-[4-[[(2S)-1-methylpyrrolidin-2-yl]methoxy]phenyl]-4-oxo-chromen-8-yl]ethyl]amino]benzoic acid